ClC1=NC2=CC(=NC=C2C=C1)CNC(=O)C=1C=C2[C@](COCC2=CC1)(C)C#N (R)-N-((2-Chloro-1,6-naphthyridin-7-yl)methyl)-4-cyano-4-methylisochromane-6-carboxamide